ClC1(CC1)C1=NN(C=N1)CC(O)CCC1C(C1)(Cl)Cl (1-Chlorocyclopropyl)-α-[2-(2,2-Dichlorocyclopropyl)ethyl]-1H-1,2,4-triazole-1-ethanol